COC1=CC=C(CN2CC(OC3(CC3)C2)C2CCN(CC2)CCC2=CC=CC=C2)C=C1 7-(4-methoxybenzyl)-5-(1-phenethylpiperidin-4-yl)-4-oxa-7-azaspiro[2.5]octane